3,4-dichloro-1-cyclopropyl-5-hydroxy-1H-pyrrol-2(5H)-one ClC=1C(N(C(C1Cl)O)C1CC1)=O